ClC=1N=C2C(=C(C=NC2=CC1)NC(=O)NC=1C=NC=C(C1)C#N)C(C)OC N-(6-chloro-4-(1-methoxyethyl)-1,5-naphthyridin-3-yl)-N'-(5-cyanopyridin-3-yl)urea